C(#N)C=1C=C(CN2CC=3C(N(C=4N(C3CC2)C=CN4)CC4=CC=CC=C4)=O)C=CC1 7-(3-cyanobenzyl)-4-benzyl-6,7,8,9-tetrahydroimidazo[1,2-a]pyrido[3,4-e]pyrimidine-5(4H)-one